(3R,4R)-1-cyclohexyl-4-{[5-(2,4-difluoro-phenyl)-isoxazole-3-carbonyl]-amino}-piperidine-3-carboxylic acid (2-hydroxy-ethyl)-amide OCCNC(=O)[C@@H]1CN(CC[C@H]1NC(=O)C1=NOC(=C1)C1=C(C=C(C=C1)F)F)C1CCCCC1